2-(2,6-dioxopiperidin-3-yl)-5-((5-((5-(quinoxalin-2-yl)thiazol-2-yl)amino)pentyl)amino)isoindoline-1,3-dione O=C1NC(CCC1N1C(C2=CC=C(C=C2C1=O)NCCCCCNC=1SC(=CN1)C1=NC2=CC=CC=C2N=C1)=O)=O